tert-butyl (E)-2-(4-methoxy-4-carbonylbut-2-en-1-yl)-2,7-diazaspiro[3.5]nonane-7-carboxylate COC(/C=C/CN1CC2(C1)CCN(CC2)C(=O)OC(C)(C)C)=C=O